(2R,6R)-N-{2-benzyl-2-azaspiro[3.3]heptan-6-yl}-4-(6-fluoro-1,3-benzothiazol-2-yl)-2,6-dimethylpiperazine-1-carboxamide C(C1=CC=CC=C1)N1CC2(C1)CC(C2)NC(=O)N2[C@@H](CN(C[C@H]2C)C=2SC1=C(N2)C=CC(=C1)F)C